C(C)(C)(C)C1=NC(=NC(=C1)Cl)Cl (tert-butyl)-2,6-dichloropyrimidine